CN1CN(C(C1)=O)C N,N'-dimethylimidazolinone